C(C=C)SCC(=O)C1=CC=C(C=C1)Br 2-allylthio-1-(4-bromophenyl)ethane-1-one